tert-butyl (2S,4R)-2-((6-bromo-5-fluoro-3-methylpyridin-2-yl)carbamoyl)-4-fluoropyrrolidine-1-carboxylate BrC1=C(C=C(C(=N1)NC(=O)[C@H]1N(C[C@@H](C1)F)C(=O)OC(C)(C)C)C)F